C(C)(C)(C)OC(N(C)C1=C(C=C2C3=C(C(OC2=C1)(C)C)C=C(C(=C3)C)OCC3=CC=CC=C3)C)=O (8-(benzyloxy)-2,6,6,9-tetramethyl-6H-benzo[c]chromen-3-yl)(methyl)carbamic acid tert-butyl ester